FC1(CC2(C1)CCNCC2)C 2-fluoro-2-methyl-7-azaspiro[3.5]nonan